CS(=O)(=O)OCC(=C)C(NCC1=NN(C=2N(C([C@@H]([C@@H](C21)C2=CC=C(C=C2)F)NC(C2=CC(=CC=C2)C(F)(F)F)=O)=O)CC)C2=CC=CC=C2)=O |r| rac-2-((((4R,5R)-7-ethyl-4-(4-fluorophenyl)-6-oxo-1-phenyl-5-(3-(trifluoromethyl)benzamido)-4,5,6,7-tetrahydro-1H-pyrazolo[3,4-b]pyridin-3-yl)methyl)carbamoyl)allyl methanesulfonate